OC=1C=C(C2=C(N(C(O2)=O)C)C1)N1CCOCC1 5-hydroxy-3-methyl-7-morpholinobenzo[d]oxazol-2(3H)-one